(16R)-18-(Cyclopropylmethyl)-12-(2,6-dimethylphenyl)-8,8-dioxo-15-oxa-8λ6-thia-1,9,11,18,22-pentazatetracyclo[14.4.1.13,7.110,14]tricosa-3,5,7(23),10(22),11,13-hexaen-2-one C1(CC1)CN1C[C@H]2OC3=CC(=NC(NS(C=4C=CC=C(C(N(CC1)C2)=O)C4)(=O)=O)=N3)C3=C(C=CC=C3C)C